[Sb].[Sn].[Fe] iron-tin-antimony